CN1CC(N(CC1)C(=O)OCC1=CC=CC=C1)C1=C(C=CC=C1)CN1C(NC(C2=C1C=CN2)=O)=S Benzyl 4-methyl-2-(2-((4-oxo-2-thioxo-2,3,4,5-tetrahydro-1H-pyrrolo[3,2-d]pyrimidin-1-yl)methyl)phenyl)piperazine-1-carboxylate